3-methylsulfanyl-6,7-dihydro-4H-2-benzothiophene-1-carboxylate CSC=1SC(=C2C1CCCC2)C(=O)[O-]